C(CCCCCCCCCCCCCCC)(=O)OC[C@@H](OC(CCCCCCCCCCCCCCCF)=O)CO 1-palmitoyl-2-(16-fluoropalmitoyl)-sn-glycerol